2-morpholino-6-(4-pyridylamino)pyrimidine-6-carboxylate O1CCN(CC1)C=1NC(C=CN1)(C(=O)[O-])NC1=CC=NC=C1